NC(=S)SCC.[Mo] molybdenum dithiourethane